isothiochromanone C1C2=CC=CC=C2C(=O)CS1